2-cyano-N,3,5-trimethyl-N-((4-oxo-5-(tetrahydro-2H-pyran-4-yl)-4,5-dihydro-1H-imidazo[4,5-c]pyridin-2-yl)methyl)-1H-indole-7-sulfonamide C(#N)C=1NC2=C(C=C(C=C2C1C)C)S(=O)(=O)N(CC=1NC2=C(C(N(C=C2)C2CCOCC2)=O)N1)C